(2R,3S,5R)-3-(3,4-difluoro-2-methoxyphenyl)-N-(6-((R)-1,2-dihydroxyethyl)pyridin-3-yl)-5-methyl-5-(trifluoromethyl)tetrahydrofuran-2-carboxamide FC=1C(=C(C=CC1F)[C@H]1[C@@H](O[C@](C1)(C(F)(F)F)C)C(=O)NC=1C=NC(=CC1)[C@H](CO)O)OC